C(C(=C)C)(=O)OCCCCCCCCCOC(C(=C)C)=O 1,9-Nonandiol dimethacrylate